1-(3-cyanophenyl)-2,3-epoxybutane C(#N)C=1C=C(C=CC1)CC1C(C)O1